(8aS)-7-(2,3-dichloro-6-hydroxyphenyl)-2-(2-hydroxyacetyl)-hexahydropyrrolo[1,2-a]pyrazin-4-one ClC1=C(C(=CC=C1Cl)O)C1C[C@@H]2N(C(CN(C2)C(CO)=O)=O)C1